tert-butyl 2,5-dimethyl-1H-pyrrole-1-carboxylate CC=1N(C(=CC1)C)C(=O)OC(C)(C)C